3,5-dichloro-N-(4-(N-(3-chlorophenyl)sulfamoyl)phenyl)benzenesulfonamide ClC=1C=C(C=C(C1)Cl)S(=O)(=O)NC1=CC=C(C=C1)S(NC1=CC(=CC=C1)Cl)(=O)=O